2-{[4-(1H-pyrrolo[2,3-b]pyridin-4-yl)-1H-pyrazol-1-yl]methyl}benzonitrile N1C=CC=2C1=NC=CC2C=2C=NN(C2)CC2=C(C#N)C=CC=C2